BrC=1C(=CC(=NC1)C(C=CC)([2H])O[Si](C)(C)C(C)(C)C)C 5-bromo-2-(1-((tert-butyldimethylsilyl)oxy)but-2-en-1-yl-1-d)-4-methylpyridine